NC=1C(=NC(=CN1)C1=NC=CC=C1OC(F)(F)F)C(=O)NC1=NC=CC=C1N1CCC(CC1)(C)N 3-amino-N-(3-(4-amino-4-methylpiperidin-1-yl)pyridin-2-yl)-6-(3-(trifluoromethoxy)pyridin-2-yl)pyrazine-2-carboxamide